ethyl-3-((S)-1,1,1,5,5,5-hexafluoropentan-2-yl)urea C(C)NC(=O)N[C@H](C(F)(F)F)CCC(F)(F)F